CN(C(=N)N=C1NCCCN1)C 1,1-Dimethyl-3-(tetrahydropyrimidine-2(1H)-ylidene)guanidine